(1S,3S)-N1-(6',7'-dihydrospiro[cyclopentane-1,5'-pyrazolo[1,5-a]pyrrolo[3,4-d]pyrimidine]-8'-yl)cyclopentane-1,3-diamine N1=CC=C2N1C(=C1C(=N2)C2(NC1)CCCC2)N[C@@H]2C[C@H](CC2)N